CC(C)(CCCCCCCCC(C)(O)C)O 2,11-dimethyl-2,11-dodecanediol